(5-((5-(3,4-difluorophenyl)pyridin-3-yl)oxy)-2-((1-(methylsulfonyl)piperidin-4-yl)oxy)phenyl)dimethylphosphine FC=1C=C(C=CC1F)C=1C=C(C=NC1)OC=1C=CC(=C(C1)P(C)C)OC1CCN(CC1)S(=O)(=O)C